Cl(=O)(=O)O.ClC(C(O)O)(Cl)Cl chloral hydrate (chlorate)